[Si](C)(C)(C(C)(C)C)OC(CC1=NN(C(=C1N)C)C)(C)C 3-(2-((tert-butyldimethylsilyl)oxy)-2-methylpropyl)-1,5-dimethyl-1H-pyrazol-4-amine